O[C@@H]1CCCC(C=2C1=NC=CC2)=O (9R)-9-hydroxy-6,7,8,9-tetrahydrocyclohepta[B]pyridin-5-one